2,7-dimethyl-5-[5-(piperidin-4-yl)thieno[2,3-d][1,3]thiazol-2-yl]indazole CN1N=C2C(=CC(=CC2=C1)C=1SC2=C(N1)SC(=C2)C2CCNCC2)C